2-(3-chlorophenoxy)propionic acid ClC=1C=C(OC(C(=O)O)C)C=CC1